F[C@@H]1CN(CC[C@@H]1N1CC(C1)(N1N=CC(=C1)C=1C2=C(N=CN1)NC=C2)CC#N)C(C2=C(C(=NC=C2)C(F)(F)F)F)=O {1-{cis-3-Fluoro-1-[3-fluoro-2-(trifluoromethyl)isonicotinoyl]piperidin-4-yl}-3-[4-(7H-pyrrolo[2,3-d]pyrimidin-4-yl)-1H-pyrazol-1-yl]azetidin-3-yl}acetonitrile